GUANIDINOSUCCINATE N(C(=N)N)C(C(=O)[O-])CC(=O)[O-]